5-((3S,10R,13S)-3-azido-10,13-dimethyl-2,3,4,7,8,9,10,11,12,13,14,15-dodecahydro-1H-cyclopenta[a]phenanthren-17-yl)pyrimidine N(=[N+]=[N-])[C@H]1CC[C@@]2(C3CC[C@@]4(C(=CCC4C3CC=C2C1)C=1C=NC=NC1)C)C